FC1=C(C=C(C=C1)OC(F)(F)F)NC(OC1=CC=CC=C1)=O phenyl (2-fluoro-5-(trifluoromethoxy)phenyl)carbamate